BrC(CCCCCOC1=C2C(N(C(C2=CC=C1)=O)C1C(CCCC1)=O)=O)CC 4-((6-bromooctyl)oxy)-2-(2-oxocyclohexyl)isoindoline-1,3-dione